[Na+].[Na+].OC(C(=O)[O-])=S=O.OC(C(=O)[O-])=S=O 2-hydroxy-2-sulfinylacetic acid-disodium salt